4-bromo-2,6-dichloro-N-[2-fluoro-2-(2-methylphenyl)ethyl]benzene-1-sulfonamide BrC1=CC(=C(C(=C1)Cl)S(=O)(=O)NCC(C1=C(C=CC=C1)C)F)Cl